((S)-2,2-dimethylcyclopropanecarbonyl)-6-(4-(trifluoromethyl)thiazol-2-yl)-2,6-diazaspiro[3.4]octane-8-carboxylate CC1([C@H](C1)C(=O)OC(=O)C1CN(CC12CNC2)C=2SC=C(N2)C(F)(F)F)C